ClC1=NC=2N(C(=C1)Cl)N=CC2I 5,7-dichloro-3-iodopyrazolo[1,5-a]pyrimidine